4-fluoro-2-(hydroxymethyl)-4-methyltetrahydrofuran-3-ol FC1(C(C(OC1)CO)O)C